3-Hydroxyurs-12-en-23-oic acid CC1CCC2(CCC3(C(=CCC4C3(CCC5C4(CCC(C5(C)C(=O)O)O)C)C)C2C1C)C)C